(S)-2-(4-Fluorophenyl)-2-(naphthalen-1-ylamino)-1-(naphthalen-2-yl)ethane-1-one FC1=CC=C(C=C1)[C@@H](C(=O)C1=CC2=CC=CC=C2C=C1)NC1=CC=CC2=CC=CC=C12